(S)-4-(8-Amino-3-(1-(vinylsulfonyl)piperidin-2-yl)imidazo[1,5-a]pyrazin-1-yl)-N-(4-(trifluoromethyl)pyridin-2-yl)benzamide NC=1C=2N(C=CN1)C(=NC2C2=CC=C(C(=O)NC1=NC=CC(=C1)C(F)(F)F)C=C2)[C@H]2N(CCCC2)S(=O)(=O)C=C